Isopropyl (1S,3S)-3-((6-(4-(hydroxymethyl)-3-methylisoxazol-5-yl)-2-methylpyridin-3-yl)oxy)cyclohexane-1-carboxylate OCC=1C(=NOC1C1=CC=C(C(=N1)C)O[C@@H]1C[C@H](CCC1)C(=O)OC(C)C)C